OC[C@H]1CNCCO1 (R)-2-hydroxymethyl-morpholine